O=C1NC=CN=C1 2-oxopyrazine